2-thujene C12(C=CC(C1C2)C)C(C)C